methyl-5,7-dimethyl-2-ethyl-3H-imidazo[4,5-b]pyridine CN1C(=NC=2C1=NC(=CC2C)C)CC